6-(3-(4-fluorophenoxy)propyl)-N-hydroxychromane-2-carboxamide FC1=CC=C(OCCCC=2C=C3CCC(OC3=CC2)C(=O)NO)C=C1